CC(CCCCCCCCC(=O)OCCCCCN(CCO)CCCCCCCC(=O)OC(CCCCCCCC)CCCCCCCC)C 5-((8-(heptadecan-9-yloxy)-8-oxooctyl)(2-hydroxyethyl)amino)pentyl 10-methylundecanoate